1,1,1-trifluoro-N-phenyl-N-(trifluoromethyl-sulfonyl)methanesulfonamide FC(S(=O)(=O)N(S(=O)(=O)C(F)(F)F)C1=CC=CC=C1)(F)F